COC(C1=CC=C2CCCN(C2=N1)C(=O)OC1=CC=CC=C1)OC phenyl 7-(dimethoxymethyl)-3,4-dihydro-2H-1,8-naphthyridine-1-carboxylate